NC1=NC=NN2C1=C(C(=N2)C2=C(C=C(C=C2)NC(C(=C)F)=O)C)C2=CC(=C(C=C2)OC2=NC(=CC=C2)C)F N-(4-(4-amino-5-(3-fluoro-4-((6-methylpyridin-2-yl)oxy)phenyl)pyrazolo[5,1-f][1,2,4]triazin-6-yl)-3-methylphenyl)-2-fluoroacrylamide